FC(S(=O)(=O)C1=CC=C(C=C1)NC(=O)C=1CCNCC1)(F)F N-[4-(trifluoromethylsulfonyl)phenyl]-1,2,3,6-tetrahydropyridine-4-carboxamide